C(#N)C(C(=O)O)=C e-cyanoacrylic acid